CC1(OCCC(C1)=C)CCC 2-methyl-4-methylene-2-propyltetrahydro-2H-pyran